1-((5,6-bis(benzyloxy)pyrimidin-4-yl)methyl)-4-(4-ethynylphenyl)-3-isopropylimidazolidin-2-one C(C1=CC=CC=C1)OC=1C(=NC=NC1OCC1=CC=CC=C1)CN1C(N(C(C1)C1=CC=C(C=C1)C#C)C(C)C)=O